methyl 4-({3-[(2S)-2-(4-chlorophenyl)-2-hydroxyethyl]-1,2,4-oxadiazol-5-yl} methyl)-6-methyl-5-oxopyrazine-2-carboxylate ClC1=CC=C(C=C1)[C@H](CC1=NOC(=N1)CN1C=C(N=C(C1=O)C)C(=O)OC)O